Cl.[C@@H]12CNC[C@H]2C1C#CC1=CC(=C(C(=C1)F)C=1C(=NC=2N(C1N[C@H](C(F)(F)F)C)N=CN2)Cl)F 6-(4-(((1R,5S,6s)-3-azabicyclo[3.1.0]hex-6-yl)ethynyl)-2,6-difluorophenyl)-5-chloro-N-((S)-1,1,1-trifluoropropan-2-yl)-[1,2,4]triazolo[1,5-a]pyrimidin-7-amine hydrochloride